C(C1=CC=CC=C1)N1C2(CNC2=O)CN(CC1)C([C@H]([C@@H](C)O)NC(OC(C)(C)C)=O)=O Tert-Butyl ((2S,3R)-1-(5-Benzyl-1-Oxo-2,5,8-Triazaspiro[3.5]Nonan-8-yl)-3-Hydroxy-1-Oxobutan-2-yl)Carbamate